5-methoxy-4-(methylamino)-7-(trifluoromethyl)-1-(2-(trifluoromethyl)-pyridin-3-yl)quinazolin-2(1H)-one COC1=C2C(=NC(N(C2=CC(=C1)C(F)(F)F)C=1C(=NC=CC1)C(F)(F)F)=O)NC